(R)-N-(5-((6-(3-(3',6-difluoro-[1,1'-biphenyl]-3-yl)-isoxazolidin-2-yl)-pyrimidin-4-yl)-amino)-4-methoxy-2-(4-methylpiperazin-1-yl)phenyl)-acrylamide FC=1C=C(C=CC1)C1=CC(=CC=C1F)[C@@H]1N(OCC1)C1=CC(=NC=N1)NC=1C(=CC(=C(C1)NC(C=C)=O)N1CCN(CC1)C)OC